(S)-N-benzyloxycarbonyl-5-azaspiro[2.4]heptane-6-carboxylic acid methyl ester COC(=O)[C@H]1N(CC2(CC2)C1)C(=O)OCC1=CC=CC=C1